3-(4-(tert-butyl)phenyl)-1-(pyridin-2-yl)-1H-pyrazol-5-ol C(C)(C)(C)C1=CC=C(C=C1)C1=NN(C(=C1)O)C1=NC=CC=C1